ethyl (2S,3R)-3-(4-chlorophenyl)-1',3'-dioxo-1',3'-dihydrospiro[cyclopropane-1,2'-indene]-2-carboxylate ClC1=CC=C(C=C1)[C@H]1[C@@H](C12C(C1=CC=CC=C1C2=O)=O)C(=O)OCC